methyl N-[5-[6-[(4-fluoro-3-methoxy-phenyl)-methyl-carbamoyl]-8-(methoxymethyl) imidazo[1,2-a]pyridin-3-yl]-2-pyridyl]carbamate FC1=C(C=C(C=C1)N(C(=O)C=1C=C(C=2N(C1)C(=CN2)C=2C=CC(=NC2)NC(OC)=O)COC)C)OC